C(C)(C)(C)N1C(C2=C(C1)C=CS2)=O 5-(tert-butyl)-4,5-dihydro-6H-thieno[2,3-c]pyrrole-6-one